BrC1=C(C=2C(=NON2)C(=C1)Br)[N+](=O)[O-] 5,7-dibromo-4-nitrobenzo[c][1,2,5]oxadiazole